BrC1=CC=C2C(=C1F)OCC(C21N=C2N(C=C(C=C2OC(F)F)C(F)(F)F)C1)F 7-bromo-8'-(difluoromethoxy)-3,8-difluoro-6'-(trifluoromethyl)-3'H-spiro[chroman-4,2'-imidazo[1,2-a]pyridine]